2-(pyrimidin-1-yl)-5-(trifluoromethyl)piperazine hydrochloride Cl.N1(CN=CC=C1)C1NCC(NC1)C(F)(F)F